N[C@@H](C)C1=C(C=2N=C(N=C(C2S1)NCC=1OC=CC1)Cl)C 6-[(1S)-1-aminoethyl]-2-chloro-N-[(furan-2-yl)methyl]-7-methylthieno[3,2-d]pyrimidin-4-amine